C1(=CC=CC=C1)[C@@H]1CCC2=NN(C(N21)=O)C2=CC(=CC=C2)C(F)(F)F (S)-5-phenyl-2-(3-(trifluoromethyl)phenyl)-2,5,6,7-tetrahydro-3H-pyrrolo[2,1-c][1,2,4]triazol-3-one